ClC1=CC=C(C=C1)C(C(F)(F)F)C1=NC(=NC=C1S(=O)(=O)NC)OC (1-(4-chlorophenyl)-2,2,2-trifluoroethyl)-2-methoxy-N-methylpyrimidine-5-sulfonamide